(E)-6-{(2-(amino-methyl)-3-fluoro-allyl)oxy}-7-fluoro-N-propyl-benzo[d]oxazol-2-amine NC/C(/COC1=C(C2=C(N=C(O2)NCCC)C=C1)F)=C\F